(R)-3-(2-(2-bromo-8-isopropyl-5-oxoimidazo[1,2-d][1,2,4]triazin-6(5H)-yl)acetamido)piperidine-1-carboxylic acid tert-butyl ester C(C)(C)(C)OC(=O)N1C[C@@H](CCC1)NC(CN1N=C(C=2N(C1=O)C=C(N2)Br)C(C)C)=O